C1(CC1)N1C2=C(NC3=C(C1=O)C=CC=C3)C=CC=C2 10-Cyclopropyl-11-oxo-10,11-dihydro-5H-dibenzo[b,e][1,4]diazepine